CC=1C=C(\C=N\NC2=C3N=CN(C3=NC(=N2)N2CCOCC2)C2CN(C2)C(=O)OC)C=CC1 methyl (E)-3-(6-(2-(3-methylbenzylidene)hydrazinyl)-2-morpholino-9H-purin-9-yl)azetidine-1-carboxylate